FC=1C=C(C=CC1OC)C1=C2CC[C@H](C2=CC=C1)N1C(C2=CC=CC=C2C1=O)=O 2-[(R)-4-(3-fluoro-4-methyloxy-phenyl)-indan-1-yl]-isoindole-1,3-dione